(E)-2-(3-isopropyl-1-methyl-5-pyrazolylcarbonylamino)-5,5-dimethyl-3-hexenoic acid C(C)(C)C1=NN(C(=C1)C(=O)NC(C(=O)O)\C=C\C(C)(C)C)C